C1(CCCC1)C1CC(N(CC1)C1=CC(=NN1)C1=CC=NC=C1)=O 4-cyclopentyl-1-(3-(pyridin-4-yl)-1H-pyrazol-5-yl)piperidin-2-one